4-chloro-6-methoxy-pyrimidine-5-carbaldehyde ClC1=NC=NC(=C1C=O)OC